[Ra].N1N=CC(=C1)NC(=O)C1CC1 N-(1H-Pyrazol-4-yl)cyclopropanecarboxamide radium